potassium 2-((2,4-dimethoxybenzyl)amino)pyrimidine-4-thiolate COC1=C(CNC2=NC=CC(=N2)[S-])C=CC(=C1)OC.[K+]